4-(5-mercapto-1H-tetrazol-1-yl)benzenesulfonamide SC1=NN=NN1C1=CC=C(C=C1)S(=O)(=O)N